C1(CCCCC1)CCCCCCCCCCCOC(O[Si](OCCCCCCN(CC#C)C)(C)C)CCCCCCC\C=C/CCCCCCCC (Z)-22-cyclohexyl-10-(heptadec-8-en-1-yl)-N,8,8-trimethyl-N-(prop-2-yn-1-yl)-7,9,11-trioxa-8-siladocosan-1-amine